N(C1=CC=CC=C1)C1=NC(=NC(=N1)N1CCOCC1)NC1=CC(C(C=C1)C=CC1=CC=C(C=C1)NC1=NC(=NC(=N1)NC1=CC=CC=C1)N1CCOCC1)(S(=O)(=O)[O-])S(=O)(=O)[O-].[Na+].[Na+] disodium 4,4'-bis{[4-anilino-6-morpholinyl-s-triazin-2-yl]-amino}-2,2-stilbenedisulfonate